4-(1H-pyrazol-1-yl)-N-[(1s,4s)-4-{[2,6-bis(trifluoromethyl)pyridin-4-yl]amino}cyclohexyl]benzamide N1(N=CC=C1)C1=CC=C(C(=O)NC2CCC(CC2)NC2=CC(=NC(=C2)C(F)(F)F)C(F)(F)F)C=C1